C(C1=CC=CC=C1)OC=1C=C(C=CC1)C1=CN(C=2N=CN=C(C21)N)[C@@H]2C[C@H](C2)CN2CCCC2 5-(3-benzyloxyphenyl)-7-[trans-3-[(pyrrolidin-1-yl)methyl]cyclobutyl]-7H-pyrrolo[2,3-D]pyrimidin-4-amine